O=C(CC)CNCCNCCNCCC(=O)O 3-oxo-5,8,11-triaza-tridecane-13-carboxylic acid